CN1N=CC(=C1)NC1=NC=C(C(=N1)N)C1=CC=C(C=C1)C(F)(F)F N2-(1-methyl-1H-pyrazol-4-yl)-5-(4-(trifluoromethyl)phenyl)pyrimidine-2,4-diamine